(12R)-12-methyl-18-(oxan-2-yl)-9,13-dioxa-4,5,18,19,22-pentaazatetracyclo[12.5.2.12,5.017,20]docosa-1(19),2(22),3,14(21),15,17(20)-hexaene C[C@@H]1CCOCCCN2N=CC(C3=NN(C=4C=CC(O1)=CC34)C3OCCCC3)=N2